O=C1NC(CCC1N1C(C2=CC=C(C=C2C1=O)C1CCN(CC1)CCCN1CCC(CC1)COC1=CC=C(C=C1)C(=O)C=1C2=C(SC1C1=CC=C(C=C1)F)C=C(C=C2)O)=O)=O 2-(2,6-dioxopiperidin-3-yl)-5-(1-(3-(4-((4-(2-(4-fluorophenyl)-6-hydroxybenzo[b]thiophene-3-carbonyl)phenoxy)methyl)piperidin-1-yl)propyl)piperidin-4-yl)isoindoline-1,3-dione